C(C)C1=C(C=CC(=C1)C1CCN(CC1)CC(F)(F)F)NC1=NC=C(C(=N1)C1=CC2=C(C(N(CCS2(=O)=O)C2COC2)=O)S1)C(F)(F)F 7-(2-((2-ethyl-4-(1-(2,2,2-trifluoroethyl)piperidin-4-yl)phenyl)amino)-5-(trifluoromethyl)pyrimidin-4-yl)-4-(oxetan-3-yl)-3,4-dihydrothieno[2,3-f][1,4]thiazepin-5(2H)-one 1,1-dioxide